BrC1=C(C=2N(C=C1)N=CC2)OC 5-Bromo-4-methoxy-pyrazolo[1,5-a]pyridine